4-(cyclopropylamino)-2-(2,6-dioxopiperidin-3-yl)isoindoline-1,3-dione C1(CC1)NC1=C2C(N(C(C2=CC=C1)=O)C1C(NC(CC1)=O)=O)=O